2-(dicyclopropylmethyl)-N-[4-[3,5-dimethyl-1-(2-trimethylsilylethoxymethyl)pyrazol-4-yl]phenyl]-3-hydrazino-3-oxo-propanamide hydrochloride Hydrogen chloride Cl.Cl.C1(CC1)C(C(C(=O)NC1=CC=C(C=C1)C=1C(=NN(C1C)COCC[Si](C)(C)C)C)C(=O)NN)C1CC1